(R)-6-Chloro-5-cyclopropyl-N-(1-ethylpiperidin-3-yl)pyridazin-3-amine ClC1=C(C=C(N=N1)N[C@H]1CN(CCC1)CC)C1CC1